(5S)-6-{4-[1-(difluoromethyl)-1H-pyrazol-4-yl]-3-(trifluoromethyl)phenyl}-5-methyl-4,5-dihydro-1,2,4-triazin-3(2H)-one FC(N1N=CC(=C1)C1=C(C=C(C=C1)C=1[C@@H](NC(NN1)=O)C)C(F)(F)F)F